C(#C)C1=C2C=CC(=CC2=CC(=C1F)F)O 5-ethynyl-6,7-difluoronaphthalen-2-ol